(((4-(4-fluorophenoxy)-2,3,5,6-tetrafluorophenoxy)methyl)sulfonyl)-5,5-dimethyl-4,5-dihydroisoxazole FC1=CC=C(OC2=C(C(=C(OCS(=O)(=O)C3=NOC(C3)(C)C)C(=C2F)F)F)F)C=C1